C(C)(=O)CC(COCC(CC(C)=O)O)O acetyl-2-hydroxypropyl (3-acetyl-2-hydroxypropyl) ether